tert-Butyl 4-{[(5R)-1-{[1-(4-methoxyphenyl)cyclopentyl]carbonyl}-5-methyl-D-prolyl]amino}-1H-indazole-1-carboxylate COC1=CC=C(C=C1)C1(CCCC1)C(=O)N1[C@H](CC[C@H]1C)C(=O)NC1=C2C=NN(C2=CC=C1)C(=O)OC(C)(C)C